N,N-dimethylpiperidinium chloride [Cl-].C[N+]1(CCCCC1)C